chelidonin CN1CC2=C(C=CC3=C2OCO3)[C@@H]4[C@H]1C5=CC6=C(C=C5C[C@@H]4O)OCO6